CC1(OB(OC1(C)C)C1=CC=C(C=C1)CO)C (4-(4,4,5,5-tetramethyl-1,3,2-dioxaborolan-2-yl)phenyl)methanol